[Si]([O-])([O-])([O-])[O-].[K+].BrC1=C(C=C(C=C1)C(F)(F)F)C=C(C(F)(F)F)Cl.[K+].[K+].[K+] 1-bromo-2-(2-chloro-3,3,3-trifluoroprop-1-en-1-yl)-4-(trifluoromethyl)benzene potassium silicate